CN1N=CC(=C1C1=NC=CC(=C1)[C@H](CC=C)NC(OCCCC)=O)[N+](=O)[O-] butyl N-[(1S)-1-[2-(1-methyl-4-nitro-1H-pyrazol-5-yl) pyridin-4-yl]but-3-en-1-yl]carbamate